2-(3,4-dichlorophenyl)-4-oxo-1H-pyridine-3-carboxylic acid ClC=1C=C(C=CC1Cl)C=1NC=CC(C1C(=O)O)=O